(2E)-N-hydroxy-3-(2-{4-[1-(pyrazin-2-yl)cyclopropanecarbonyl]piperazin-1-yl}phenyl)prop-2-enamide ONC(\C=C\C1=C(C=CC=C1)N1CCN(CC1)C(=O)C1(CC1)C1=NC=CN=C1)=O